C(C=C)(=O)N[C@@H]1C[C@@H](CC1)NC(=O)C=1SC=2N=CC=C3N(C(NC1C23)=O)C2=CC(=NC=C2)C2=CC=CC=C2 N-((1R,3S)-3-Acrylamidocyclopentyl)-4-oxo-5-(2-phenylpyridin-4-yl)-4,5-dihydro-3H-1-thia-3,5,8-triazaacenaphthylene-2-carboxamide